NC=1NC(C=2N=CN(C2N1)C1C(C(C(C1)OC(CCCCCCCCCC)=O)CO)=C)=O.CN(CCCNC(C(=C)C)=O)C N-[3-(Dimethylamino)propyl]METHACRYLAMIDE 4-(2-amino-6-oxo-1H-purin-9(6H)-yl)-2-(hydroxymethyl)-3-methylenecyclopentyl-undecanoate